C1(=CC=C(C=C1)C(=O)OC([C@H](O)[C@@H](O)C(=O)OC(=O)C1=CC=C(C=C1)C)=O)C.NC1=CC=C(C=C1)[C@@H]1NCCC[C@@H]1C(=O)NC1=CC(=C(C=C1)C)C(F)(F)F (2R,3S)-2-(4-aminophenyl)-N-[4-methyl-3-(trifluoromethyl)phenyl]piperidine-3-carboxamide (-)-O,O'-di-p-toluoyl-L-tartaric acid salt